C(#N)C1=C(C=CC(=C1OC=1C=C2C(N(C=NC2=CC1)C1=CC=C(C=C1)N1CCC2(CNC2)CC1)=O)F)NS(=O)(=O)N1C[C@@H](CC1)F (3R)-N-(2-cyano-3-{[3-(4-{2,7-diazaspiro[3.5]nonan-7-yl}phenyl)-4-oxoquinazolin-6-yl]oxy}-4-fluorophenyl)-3-fluoropyrrolidine-1-sulfonamide